N-benzyl-propylenediamine C(C1=CC=CC=C1)NCC(C)N